methoxypyrazole-5-amide COC1=NNC(=C1)C(=O)N